tri(dodecyl)methyl-ammonium iodide [I-].C(CCCCCCCCCCC)[N+](C)(CCCCCCCCCCCC)CCCCCCCCCCCC